N-(4-cyclohexylbenzyl)-2,2,2-trifluoro-N-(7-fluoro-1-trityl-1H-indazol-6-yl)acetamide C1(CCCCC1)C1=CC=C(CN(C(C(F)(F)F)=O)C2=CC=C3C=NN(C3=C2F)C(C2=CC=CC=C2)(C2=CC=CC=C2)C2=CC=CC=C2)C=C1